C1(CCCC1)NC=1C2=C(N=C(N1)NC1=CC=C(C=3CCOC31)C(=O)N3CCC(CC3)N3CCOCC3)NC=C2 (7-((4-(cyclopentylamino)-7H-pyrrolo[2,3-d]pyrimidin-2-yl)amino)-2,3-dihydrobenzo-furan-4-yl)(4-morpholino-piperidin-1-yl)methanone